N=1C(=CN2C1COCC2)CN 1-[5h,6h,8h-imidazo[2,1-c][1,4]Oxazin-2-yl]Methylamine